COC1=C(C=CC(=C1)OC)CNC(=O)C1=CC2=C(C(=N1)C=1N=C(SC1CO)C1=CC(=NN1CC)C)C=NN2C N-[(2,4-dimethoxyphenyl)methyl]-4-[2-(1-ethyl-3-methyl-1H-pyrazol-5-yl)-5-(hydroxymethyl)-1,3-thiazol-4-yl]-1-methyl-1H-pyrazolo[4,3-c]pyridine-6-carboxamide